(E)-2-chloro-9-(3-methoxyphenyl)-8-methyl-6-(2-(3-methylbenzylidene)hydrazinyl)-9H-purine ClC1=NC(=C2N=C(N(C2=N1)C1=CC(=CC=C1)OC)C)N/N=C/C1=CC(=CC=C1)C